FC1=CC=C2C=C(C=C(C2=C1F)N1C=C2N=C(N=CC2=CC1C(F)(F)F)OC([2H])([2H])C1(CC1)CN1CCOCC1)O 7-(7,8-difluoro-3-hydroxynaphthalen-1-yl)-2-((1-(morpholinomethyl)cyclopropyl)methoxy-d2)-6-(trifluoromethyl)pyrido[3,4-d]Pyrimidin